[N+](=O)([O-])C=1C(=NC(=CC1)N1N=CC=C1)NC=1C=C2CCC(C2=CC1)C=C1CCN(CC1)C(=O)OC(C)(C)C tert-butyl 4-((5-(3-nitro-6-(1H-pyrazol-1-yl)pyridin-2-ylamino)-2,3-dihydro-1H-inden-1-yl)methylene)piperidine-1-carboxylate